CN1[C@@H]([C@@H](CCC1)NC=1C(N(C(=NN1)C1=C(C2=C(SC=C2)C=C1)O)C)=O)C 6-(((2R,3R)-1,2-dimethylpiperidin-3-yl)amino)-3-(4-hydroxybenzo[b]thiophene-5-yl)-4-methyl-1,2,4-triazine-5(4H)-one